C(C)(C)(C)C1C(N(CCC1)C(=O)O[C@@H](C[Se]C1=CC=CC=C1)C)=O (R)-1-(phenylseleno)propan-2-ol tert-butyl-2-oxopiperidine-1-carboxylate